bis[4-(3,4-dihydro-2H-1,3-benzoxazin-3-yl) cyclohexyl] sulfone O1CN(CC2=C1C=CC=C2)C2CCC(CC2)S(=O)(=O)C2CCC(CC2)N2COC1=C(C2)C=CC=C1